6-(4-((tert-butoxycarbonyl)amino)butoxy)quinoline-4-carboxylic acid C(C)(C)(C)OC(=O)NCCCCOC=1C=C2C(=CC=NC2=CC1)C(=O)O